C(C=C)(=O)N1[C@@H](C[C@H](CC1)N1C=NC=2C(=NC=3C(=C(C(=CC3C21)Cl)C=2C=CC=C1C=CN=CC21)F)N2CC(C2)N(C)C)CC#N 2-((2S,4S)-1-acryloyl-4-(8-chloro-4-(3-(dimethylamino)azetidin-1-yl)-6-fluoro-7-(isoquinolin-8-yl)-1H-imidazo[4,5-c]quinolin-1-yl)piperidin-2-yl)acetonitrile